(2S,3R,5R)-3-((E)-(2-(4-((3,4-dihydroxybenzamido)methyl)benzoyl)hydrazono)methyl)-3-methyl-7-oxo-4-thia-1-azabicyclo[3.2.0]heptane-2-carboxylic acid 4,4-dioxide OC=1C=C(C(=O)NCC2=CC=C(C(=O)N\N=C\[C@]3([C@@H](N4C(C[C@H]4S3(=O)=O)=O)C(=O)O)C)C=C2)C=CC1O